N-methyl-N-[(3R,4R)-4-methylpiperidin-3-yl]-7H-pyrrolo[2,3-d]pyrimidin-4-amine hydrochloride Cl.CN(C=1C2=C(N=CN1)NC=C2)[C@H]2CNCC[C@H]2C